N-phenyl-ortho-carboxybenzamide C1(=CC=CC=C1)NC(C1=C(C=CC=C1)C(=O)O)=O